BrC=1C(N(C=2C=C(C(N(C2C1)CCCCC(CCCCCCCCCCCC)CCCCCCCCCC)=O)Br)CCCCC(CCCCCCCCCCCC)CCCCCCCCCC)=O 3,7-dibromo-1,5-bis(5-decylheptadecyl)-1,5-dihydro-1,5-naphthyridine-2,6-dione